N1=C(C=C(C=C1)O)O pyridine-2,4-diol